C(C)(C)C(C(COC)CC(C)C)OC isopropyl-2-isobutyl-1,3-dimethoxypropane